BrC1=CC(=C(O[C@H](C(=O)O)C)C=C1)C1=NOC=C1 (S)-2-(4-bromo-2-(isoxazol-3-yl)phenoxy)propanoic acid